C(C)(C)(C)NC[C@H](O)C=1C=CC(=C(C1)O)F (R)-5-(2-(tert-butylamino)-1-hydroxyethyl)-2-fluorophenol